C1(=CC=C(C=C1)C(C(=O)C1=CC=CC=C1)=O)C(C(=O)C1=CC=CC=C1)=O 2,2'-(1,4-phenylene)bis(1-phenylethane-1,2-dione)